OCCN1C(C2=CC=C(C=C2CC1(C(F)(F)F)NC1=CC=CC=C1)C#N)=O 2-(2-Hydroxyethyl)-1-oxo-3-(phenylamino)-3-(trifluoromethyl)-1,2,3,4-tetrahydroisoquinoline-6-carbonitrile